5-(5-(6,8-dimethyl-2-morpholino-7-oxo-7,8-dihydropyrido[2,3-d]pyrimidin-4-yl)-5,6,7,8-tetrahydropyrido[3,2-d]pyrimidin-2-yl)picolinic acid CC1=CC2=C(N=C(N=C2N2CCCC=3N=C(N=CC32)C=3C=CC(=NC3)C(=O)O)N3CCOCC3)N(C1=O)C